3-{4-[4-fluoro-2-(2,2,2-trifluoroethoxy)phenyl]-1-oxo-1,3-dihydro-2H-pyrrolo[3,4-c]pyridin-2-yl}-N,N,1-trimethyl-1H-pyrazole-5-carboxamide FC1=CC(=C(C=C1)C1=NC=CC2=C1CN(C2=O)C2=NN(C(=C2)C(=O)N(C)C)C)OCC(F)(F)F